ClC=1C=C(CC2(CCN(CC2)C(=O)OC(C)(C)C)O)C=CC1Cl tert-Butyl 4-(3,4-dichlorobenzyl)-4-hydroxypiperidine-1-carboxylate